CC1=NNC(=C1C=1C=CC(=NC1F)NC([C@H](C1CC2(CC2)C1)NC(=O)C=1N(N=CC1)CC)=O)C N-[(1S)-2-[[5-(3,5-dimethyl-1H-pyrazol-4-yl)-6-fluoro-2-pyridyl]amino]-2-oxo-1-spiro[2.3]hexan-5-yl-ethyl]-2-ethyl-pyrazole-3-carboxamide